((2-(((5S,8S,10aR)-8-(dimethyl-carbamoyl)-6-oxo-3-phenyldeca-hydropyrrolo[1,2-a][1,5]diazocin-5-yl)carbamoyl)-1H-indol-5-yl)difluoro-methyl)phosphonic acid CN(C(=O)[C@@H]1CC[C@H]2N1C([C@H](CN(CC2)C2=CC=CC=C2)NC(=O)C=2NC1=CC=C(C=C1C2)C(F)(F)P(O)(O)=O)=O)C